1-[(R,2'S)-7-chloro-2'-methyl-spiro[isochromane-1,4'-piperidine]-1'-yl]-2,2,2-trifluoro-ethanone ClC1=CC=C2CCO[C@]3(C[C@@H](N(CC3)C(C(F)(F)F)=O)C)C2=C1